C(C=C)(=O)O acrylic acid, hydroxide